C(C1=CC=CC=C1)OC1=NC(=CC=C1C1=NN(C2=C(C=CC=C12)N1CC(C1)CC1CCN(CC1)C(=O)OC(C)(C)C)C)OCC1=CC=CC=C1 tert-butyl 4-((1-(3-(2,6-bis(benzyloxy)pyridin-3-yl)-1-methyl-1H-indazol-7-yl) azetidin-3-yl)methyl)piperidine-1-carboxylate